Ethyl 2-[(4-bromo-2,5-difluorophenyl)methyl]-7-fluoro-3-[(2R)-2-methoxypropyl]benzimidazole-5-carboxylate BrC1=CC(=C(C=C1F)CC=1N(C2=C(N1)C(=CC(=C2)C(=O)OCC)F)C[C@@H](C)OC)F